C1(=CC=C(C=C1)/C=C/C=1C2(C3=CC=CC=C3C1)CCC(CC2)(C(=O)O)NC2=CC(=CC=C2)Cl)C2=CC=CC=C2 (1r,4r)-2'-[(E)-2-([1,1'-biphenyl]-4-yl)ethenyl]-4-(3-chloroanilino)spiro[cyclohexane-1,1'-indene]-4-carboxylic acid